4-(2,2-Difluoroethoxy)-N-(6-methoxy-4-((3-((trifluoromethyl)sulfonyl)phenyl)carbamoyl)pyridin-3-yl)-6-((3-morpholinobicyclo[1.1.1]pentan-1-yl)amino)pyrimidine-5-carboxamide FC(COC1=NC=NC(=C1C(=O)NC=1C=NC(=CC1C(NC1=CC(=CC=C1)S(=O)(=O)C(F)(F)F)=O)OC)NC12CC(C1)(C2)N2CCOCC2)F